ClC1=CC(=C(N(C1=O)CC)C1=CC=C(C=C1)F)C=O 5-chloro-1-ethyl-2-(4-fluorophenyl)-6-oxo-1,6-dihydropyridine-3-carboaldehyde